Cl.O1C(=CC=C1)C1=NN2C(N=C(C=C2)NCC2CNCCC2)=C1C#N 2-(2-Furyl)-5-(3-piperidylmethylamino)pyrazolo[1,5-a]pyrimidine-3-carbonitrile hydrochloride